(4,4-difluorocyclohexyl)pyrazol FC1(CCC(CC1)C1=NNC=C1)F